1-Hydroxy-3-amino-2,4-dichlorobenzene OC1=C(C(=C(C=C1)Cl)N)Cl